N1CCC(CC1)CCC[Si](C)(C)N(CC)CC 1-(piperidin-4-yl)-3-(N,N-diethylaminodimethylsilyl)propane